C(C)(C)(C)NC(CN1CCC2(C[C@H]2NC(=O)C23CC4(CC(CC(C2)(C4)F)(C3)F)F)CC1)=O (3S,5S,7S)-N-((R)-6-(2-(tert-butylamino)-2-oxoethyl)-6-azaspiro[2.5]oct-1-yl)-3,5,7-trifluoroadamantane-1-carboxamide